C(C)C1=C(C=CC(=C1)OCOCC[Si](C)(C)C)C1=CC=C2C=NN(C2=C1F)C1OCCCC1 6-(2-ethyl-4-((2-(trimethylsilyl)ethoxy)methoxy)phenyl)-7-fluoro-1-(tetrahydro-2H-pyran-2-yl)-1H-indazole